C(CCCCCCCCCCC)NC(C=C)=O N-(Lauryl)acrylamid